4,5-bis-benzyloxy-6-benzyloxymethyl-2-phenyl-2-oxo-2λ5-[1,2]oxaphosphinan-3-ol C(C1=CC=CC=C1)OC1C(P(OC(C1OCC1=CC=CC=C1)COCC1=CC=CC=C1)(=O)C1=CC=CC=C1)O